C(C)(=O)OC1=C(C=C(C=C1C=1C=NC=C(C1)N1C[C@@](CC1)(C)NC(=O)OC(C)(C)C)F)C1=CC(=C(C=C1)N1C(N(C=C1)C)=O)Cl (S)-3-(5-(3-((tert-butoxycarbonyl)amino)-3-methylpyrrolidin-1-yl)pyridin-3-yl)-3'-chloro-5-fluoro-4'-(3-methyl-2-oxo-2,3-dihydro-1H-imidazol-1-yl)-[1,1'-biphenyl]-2-yl acetate